2-(Methanesulfinyl)-N-{[5-(4-methoxyphenyl)-1H-imidazol-2-yl]methyl}-7-(trifluoromethyl)imidazo[2,1-f][1,2,4]triazin-4-amine CS(=O)C1=NN2C(C(=N1)NCC=1NC(=CN1)C1=CC=C(C=C1)OC)=NC=C2C(F)(F)F